4-(4-(2-hydroxyethyl)piperidin-1-yl)aniline OCCC1CCN(CC1)C1=CC=C(N)C=C1